CC=1N=C2N(CCN(C2)C(=O)C=2C=C3C(=NC2)NC=C3C=3C=C2C(=NC=NC2=CC3)NC3CCN(CC3)C)C1 (2-methyl-5,6-dihydroimidazo[1,2-a]pyrazin-7(8H)-yl)(3-(4-((1-methylpiperidin-4-yl)amino)quinazolin-6-yl)-1H-pyrrolo[2,3-b]pyridin-5-yl)methanone